2-(6-chloropyridazin-3-yl)-2-(3,5-dichlorophenyl)acetamide ClC1=CC=C(N=N1)C(C(=O)N)C1=CC(=CC(=C1)Cl)Cl